7-(5-chloro-2-(((1S,3R,4S,5R)-4-hydroxy-6,8-dioxabicyclo[3.2.1]octan-3-yl)amino)pyrimidin-4-yl)-2-((3S,5S)-3,5-dimethylmorpholine-4-carbonyl)-1-isopropyl-3-methylquinolin-4(1H)-one ClC=1C(=NC(=NC1)N[C@@H]1C[C@H]2CO[C@@H]([C@H]1O)O2)C2=CC=C1C(C(=C(N(C1=C2)C(C)C)C(=O)N2[C@H](COC[C@@H]2C)C)C)=O